ClC(=O)C=1C=C(C(=O)OC)C=C(C1)F methyl 3-(chlorocarbonyl)-5-fluorobenzoate